C1(CC1)C1=NN(C(=C1C(F)(F)F)C(=O)NC1=CC(=NC=C1)S1(=NCCC1)=O)CC1(CC(C1)(F)F)C 3-cyclopropyl-1-((3,3-difluoro-1-methylcyclobutyl)methyl)-N-(2-(1-oxido-4,5-dihydro-3H-1λ6-isothiazol-1-yl)pyridin-4-yl)-4-(trifluoromethyl)-1H-pyrazole-5-carboxamide